8-methyl-6,6a,7,8-tetrahydro-9H-imidazo[1,5-d]pyrido[3,2-b][1,4]oxazin-9-one CN1C(N2C3=C(OCC2C1)C=CC=N3)=O